4-[(1R)-1-aminopropyl]-6-[(2R)-2-methylpyrrolidin-1-yl]-2-[6-(4-propyl-4H-1,2,4-triazol-3-yl)pyridin-2-yl]-2,3-dihydro-1H-pyrrolo[3,4-c]pyridin-1-one N[C@H](CC)C1=NC(=CC2=C1CN(C2=O)C2=NC(=CC=C2)C2=NN=CN2CCC)N2[C@@H](CCC2)C